tert-Butyl (S)-2-((4-methyl-3-((1-(7-(2-(2-methyl-1,3-dioxolan-2-yl)oxazol-5-yl)quinolin-5-yl)cyclopropyl)carbamoyl)phenoxy)methyl)azetidine-1-carboxylate CC1=C(C=C(OC[C@H]2N(CC2)C(=O)OC(C)(C)C)C=C1)C(NC1(CC1)C1=C2C=CC=NC2=CC(=C1)C1=CN=C(O1)C1(OCCO1)C)=O